C(CCCCCCCCC)C(C(=O)OO)CC(=O)OO 2-decyl-diperoxybutan-1,4-dioic acid